tert-butyl 6-[[3-(trifluoromethoxy) phenyl] sulphonimidoyl]-2-azaspiro[3.3]heptane-2-carboxylate FC(OC=1C=C(C=CC1)S(=O)(=N)C1CC2(CN(C2)C(=O)OC(C)(C)C)C1)(F)F